5-chloro-1-(1-cyclopropyl-1H-pyrazol-4-yl)-6-(7-methyl-2,7-diazaspiro[4.4]nonan-2-yl)-1H-indazole ClC=1C=C2C=NN(C2=CC1N1CC2(CC1)CN(CC2)C)C=2C=NN(C2)C2CC2